Cl.NCCCNC(=O)C1=CC2=C(N=CN2)C=C1 benzoimidazole-5-carboxylic acid (3-amino-propyl)-amide hydrochloride